C(CCCCC)C1CCCC2=C(N(C3=C(C=CC=C23)C(=O)O)CC=2C=NC=CC2)C1 7-hexyl-5-[(pyridin-3-yl)methyl]-5H,6H,7H,8H,9H,10H-cyclohepta[b]indole-4-carboxylic acid